C[Si](C1C2=CC(=CC=C2C=2C=CC(=CC12)C)C)(C1C=CC=C1)C dimethyl-(cyclopentadienyl)(2,7-dimethyl-9-fluorenyl)silicon